4-(morpholin-4-yl)pyrazolo[1,5-a]pyridin N1(CCOCC1)C=1C=2N(C=CC1)N=CC2